2,4-Bis(4-(tert-butyl)phenyl)-6-chloro-1,3,5-triazine C(C)(C)(C)C1=CC=C(C=C1)C1=NC(=NC(=N1)C1=CC=C(C=C1)C(C)(C)C)Cl